ClC1=NC=2N(C(=C1)N1CC(C1)OCC(=O)N)N=C(C2C2=CC=C(C=C2)Cl)C2=C(C=CC=C2)Cl 2-[1-[5-chloro-2-(2-chlorophenyl)-3-(4-chlorophenyl)pyrazolo[1,5-a]pyrimidin-7-yl]azetidin-3-yl]oxyacetamide